CC1=C(C=C(C=C1C(F)(F)F)[N+](=O)[O-])C(C)=CC(C)S(=O)N (1-(2-methyl-5-nitro-3-(trifluoromethyl)phenyl)ethylidene)propane-2-sulfinamide